ClC=1C=CC=C(C1)C1=C2NC(=C1)C=C1C=CC(=N1)C(=C1C=CC(N1)=C(C=1C=CC(N1)=C2C2=CC=CC=C2)C2=CC=CC=C2)Cl 5,10-dichlorophenyl-15,20-diphenylporphyrin